1-(benzyl-oxy)-4,5-difluoro-2-iodobenzene C(C1=CC=CC=C1)OC1=C(C=C(C(=C1)F)F)I